C(C)(=O)N(C1CCN(CC1)C1CC2(C1)CN(CC2)C(=O)OC)CC methyl 2-{4-[acetyl (ethyl) amino] piperidin-1-yl}-6-azaspiro[3.4]octane-6-carboxylate